C(C)(C)(C)OC(=O)NCCCN1N=CC(=C1)C(C(C)C=1N(C(C(=C(N1)C(=O)OCC)OC)=O)C)C1=C(C=CC=C1)C#N Ethyl 2-[1-(1-{3-[(tert-butoxycarbonyl)amino]propyl}pyrazol-4-yl)-1-(2-cyanophenyl)propan-2-yl]-5-methoxy-1-methyl-6-oxopyrimidine-4-carboxylate